Methyl (2S,3R)-2-((tert-butoxycarbonyl)oxy)-3-(((S)-tert-butylsulfinyl)amino)hept-6-enoate C(C)(C)(C)OC(=O)O[C@H](C(=O)OC)[C@@H](CCC=C)N[S@@](=O)C(C)(C)C